(R)- or (S)-1-(3-(6-(4-fluorophenyl)-2-(1-methyl-1H-pyrazol-3-yl)pyridin-3-yl)pyrrolidin-1-yl)prop-2-en-1-one FC1=CC=C(C=C1)C1=CC=C(C(=N1)C1=NN(C=C1)C)[C@@H]1CN(CC1)C(C=C)=O |o1:19|